4-(4-fluorophenyl)-1-(6-(6-methylpyridin-3-yl)pyrazin-2-yl)piperidin-4-ol FC1=CC=C(C=C1)C1(CCN(CC1)C1=NC(=CN=C1)C=1C=NC(=CC1)C)O